tert-Butyl N-(4-cyano-2-isopropyl-pyrazol-3-yl)carbamate C(#N)C1=C(N(N=C1)C(C)C)NC(OC(C)(C)C)=O